C(C)OC(=O)C=1N=C(OC1)N(C1=C2CCCC2=C(C=2CCCC12)F)C(=O)OC(C)(C)C 2-((tert-Butoxycarbonyl)(8-fluoro-1,2,3,5,6,7-hexahydro-s-indacen-4-yl)amino)oxazole-4-carboxylic acid ethyl ester